N[C@@H]1CC[C@H](CC1)OCC(=O)OCC Ethyl 2-(((trans)-4-aminocyclohexyl)oxy)acetate